(tetrahydrofuran-3-yl)piperidin O1CC(CC1)N1CCCCC1